2-(3-methylazetidin-3-yl)acetonitrile TFA salt OC(=O)C(F)(F)F.CC1(CNC1)CC#N